C(CCC)(=O)O[C@@H](CC(=O)OC1=CC=C(C=C1)\C=C\C1=CC(=CC(=C1)OC(C[C@@H](C)OC(CCC)=O)=O)OC(C[C@@H](C)OC(CCC)=O)=O)C [4-[(E)-2-[3,5-bis[[(3R)-3-butanoyloxybutanoyl]oxy]phenyl]vinyl]phenyl] (3R)-3-butanoyloxy-butanoate